NC=1C(=NC(=CN1)C=1C=C2CCN(CC2=C(C1)C)C)OC=1C=NN(C1)C1CC(C1)C#N (1r,3r)-3-(4-((3-amino-6-(2,8-dimethyl-1,2,3,4-tetrahydroisoquinolin-6-yl)pyrazin-2-yl)oxy)-1H-pyrazol-1-yl)cyclobutane-1-carbonitrile